ClC1=CC(=C(C=C1F)[C@@H](C(=O)O)CN1C(=NC2=C1C=CC=1CCN(CC21)C(=O)OC)C2CCCCC2)OC (2R)-2-(4-chloro-5-fluoro-2-methoxyphenyl)-3-[2-cyclohexyl-8-(methoxycarbonyl)-3H,6H,7H,8H,9H-imidazo[4,5-h]isoquinolin-3-yl]propanoic acid